3-[4-(2-methoxyphenyl)-1-piperazinyl]-2-propanol COC1=C(C=CC=C1)N1CCN(CC1)CC(C)O